COC1=C(C(=CC(=C1)C=1C2=C(C(N(C1)C)=O)NN=C2)OC)CN2CC1=CC=C(C=C1CC2)N2CCC(CC2)C2=CC=C(NC1C(NC(CC1)=O)=O)C=C2 3-[4-[1-[2-[[2,6-dimethoxy-4-(6-methyl-7-oxo-1H-pyrazolo[3,4-c]pyridin-4-yl)phenyl]methyl]-3,4-dihydro-1H-isoquinolin-6-yl]-4-piperidyl]anilino]piperidine-2,6-dione